(E)-3-(2-iodo-2-(1-trityl-1H-imidazol-4-yl)vinyl)pyridazine I/C(=C/C=1N=NC=CC1)/C=1N=CN(C1)C(C1=CC=CC=C1)(C1=CC=CC=C1)C1=CC=CC=C1